1-Piperazineethylamine N1(CCNCC1)CCN